N[C@]1(CN(C[C@@H]1C1C(C)B1)C(CN)=O)C(=O)O (3R,4S)-3-amino-4-(3-boranopropyl)-1-glycylpyrrolidine-3-carboxylic acid